dimethyl methanedisulfonate C(S(=O)(=O)OC)S(=O)(=O)OC